FC=1C=C(CC=2C=3N(C=C(N2)C2=NC(=NN2)C(F)(F)F)C=CN3)C=C(C1)F 8-(3,5-difluorobenzyl)-6-(3-(trifluoromethyl)-1H-1,2,4-triazol-5-yl)imidazo[1,2-a]pyrazine